2-chloro-pyrido[3,4-d]pyrimidin-4-ol ClC=1N=C(C2=C(N1)C=NC=C2)O